ClC=1C(=NC(=NC1)NC=1C(=NN(C1)C1CN(CC1)C)C)NCCCN1C(C(OCCC1)(C)C)=O 4-(3-((5-Chloro-2-((3-methyl-1-(1-methylpyrrolidin-3-yl)-1H-pyrazol-4-yl)amino)pyrimidin-4-yl)amino)propyl)-2,2-dimethyl-1,4-oxazepan-3-on